C(CCCCC)NC([C@H](CNC(=O)C1=CC=C(C(=O)N2C[C@H]([C@@H](C2)C(=O)N[C@@H]2[C@H](C2)C2=CC=CC=C2)C(=O)N[C@@H]2[C@H](C2)C2=CC=CC=C2)C=C1)NC(=O)NCCCCC)=O (3S,4S)-1-(4-(((S)-3-(hexylamino)-3-oxo-2-(3-pentylureido)propyl)carbamoyl)benzoyl)-N3,N4-bis((1S,2R)-2-phenylcyclopropyl)pyrrolidine-3,4-dicarboxamide